O=C1CC2C(C2C1)C(=O)OCC ethyl 3-oxo-bicyclo[3.1.0]hexane-6-carboxylate